2-(N-(3-chloro-4-cyclopropoxyphenyl)-3-(triisopropylsilyl)propiolamido)-3,3-dimethylbutanoic acid ClC=1C=C(C=CC1OC1CC1)N(C(C#C[Si](C(C)C)(C(C)C)C(C)C)=O)C(C(=O)O)C(C)(C)C